3,6,9-trimethyl-3,6,9-tri(n-propyl)-1,2,4,5,7,8-hexaoxacyclononane CC1(OOC(OOC(OO1)(CCC)C)(CCC)C)CCC